C1=C(C=CC2=CC(=CC=C12)C(=O)[O-])C(=O)[O-].[Zn+2] zinc 2,6-naphthalenedicarboxylate